4'-((3-((4-fluorophenyl)sulfonamido)-4-hydroxyphenyl)carbamoyl)-[1,1'-biphenyl]-3-carboxylic acid methyl ester COC(=O)C=1C=C(C=CC1)C1=CC=C(C=C1)C(NC1=CC(=C(C=C1)O)NS(=O)(=O)C1=CC=C(C=C1)F)=O